ethyl 4-(hydroxymethyl)-1-methyl-5-{[(2-{[7-(5-methyl-1,2,4-oxadiazol-3-yl) isoquinolin-1-yl] amino} ethyl) amino] methyl}-1H-pyrrole-2-carboxylate OCC=1C=C(N(C1CNCCNC1=NC=CC2=CC=C(C=C12)C1=NOC(=N1)C)C)C(=O)OCC